3H-thieno[2,3-d]imidazole-5-carboxamide N1=CNC2=C1C=C(S2)C(=O)N